OC1=C(C=C(C=C1C(C)(C)CC)C(C)(C)CC)N1N=C2C(=N1)C=CC=C2 2-(2-hydroxy-3,5-di-tert-amylphenyl)-benzotriazole